6-(1H-imidazol-1-yl)-N-(pyrimidin-5-yl)-4-(trifluoromethyl)pyridinecarboxamide N1(C=NC=C1)C1=CC(=CC(=N1)C(=O)NC=1C=NC=NC1)C(F)(F)F